Cl.Cl.C=1(N=C(N=C2C=CC3=C(C12)C=CN3)N)N 7H-pyrrolo[3,2-f]quinazoline-1,3-diamine dihydrochloride